N-(2,6-dimethylpiperidin-4-yl)-N-methyl-6-(2-methyl-2H-indazol-5-yl)-1,3-benzothiazol-2-amine hydrochloride Cl.CC1NC(CC(C1)N(C=1SC2=C(N1)C=CC(=C2)C2=CC1=CN(N=C1C=C2)C)C)C